C(#N)C1=CC(=C(C=C1)NC(CC1=C(C=CC=2N1C=NC2)C2=CC=CC=C2)=O)CO N-(4-cyano-2-(hydroxymethyl)phenyl)-2-(6-phenylimidazo[1,5-a]pyridin-5-yl)acetamide